CC1=CC(=NN1)NC1=NC(=C2C=C(C=NC2=C1)S(=O)(=O)C)NC1C[C@H]2CCC[C@@H](C1)N2C(=O)OC(C)(C)C tert-Butyl (1R,3s,5S)-3-((7-((5-methyl-1H-pyrazol-3-yl)amino)-3-(methylsulfonyl)-1,6-naphthyridin-5-yl)amino)-9-azabicyclo[3.3.1]nonane-9-carboxylate